7-(2-carboxyphenyl)-5,7-dihydro-4H-[1,2,3]triazolo[4',5':3,4]benzo[1,2-c][1,2,5]oxadiazole 3,6-dioxide C(=O)(O)C1=C(C=CC=C1)N1[N+](=C2C(C=3C(=[N+](ON3)[O-])CC2)=N1)[O-]